Propionyl-L-phenylalanine C(CC)(=O)N[C@@H](CC1=CC=CC=C1)C(=O)O